tert-butyl 6-(6-(methylcarbamoyl)pyridin-3-yl)-3,6-diazabicyclo[3.1.1]heptane-3-carboxylate CNC(=O)C1=CC=C(C=N1)N1C2CN(CC1C2)C(=O)OC(C)(C)C